COC(/C(=C/C)/CBr)=O (Z)-2-(bromomethyl)-2-butenoic acid methyl ester